C(C)N1C=2C3=CN=C(C(O[C@@H](C4=CC(=CC=C4C=4N=CC=CC4CC2C=N1)F)C)=C3)N (20R)-3-ethyl-17-fluoro-20-methyl-21-oxa-3,4,12,24-tetraazapentacyclo[20.3.1.02,6.08,13.014,19]hexacosa-1(25),2(6),4,8(13),9,11,14,16,18,22(26),23-undecaen-23-amine